NC=1C(=C(C=CC1)C[C@@H](C)NC(C(F)(F)F)=O)C N-[(1R)-2-(3-amino-2-methyl-phenyl)-1-methyl-ethyl]-2,2,2-trifluoro-acetamide